ClC=1C=C(NC2(CCC3(C(=CC4=CC=CC=C34)C3=CCCC3)CC2)C(=O)O)C=CC1 (1r,4r)-4-(3-Chloroanilino)-2'-(cyclopent-1-en-1-yl)spiro[cyclohexane-1,1'-indene]-4-carboxylic acid